6,9-bis[(2-amino-ethyl)amino]benzo[g]isoquinoline-5,10-dione NCCNC1=CC=C(C2=C1C(C=1C=CN=CC1C2=O)=O)NCCN